(1S,4S)-4-{4-[(4-methoxyphenyl)methyl]-1,2,4-triazol-3-yl}cyclohexan-1-amine COC1=CC=C(C=C1)CN1C(=NN=C1)C1CCC(CC1)N